cis-5-(2-methylpropyl)piperidine CC(CC1CCCNC1)C